The molecule is a steroid saponin that consists of (1beta,3beta,5beta,25S)-spirostan-1,3,17-triol attached to a beta-D-glucopyranosyl-(1->2)-[beta-D-xylopyranosyl-(1->3)]-6-deoxy-beta-D-glucopyranosyl moiety at position 1 via a glycosidic linkage. It is isolated from the rhizomes of Convallaria majalis and exhibits significant cytotoxicity against human submandibular gland carcinoma (HSG) cells. It has a role as a metabolite. It is a trisaccharide derivative, a 3beta-hydroxy steroid, a 17alpha-hydroxy steroid and a steroid saponin. It derives from a hydride of a (25S)-5beta-spirostan. C[C@H]1CC[C@@]2([C@H]([C@]3([C@@H](O2)C[C@@H]4[C@@]3(CC[C@H]5[C@H]4CC[C@H]6[C@@]5([C@@H](C[C@@H](C6)O)O[C@H]7[C@@H]([C@H]([C@@H]([C@H](O7)C)O)O[C@H]8[C@@H]([C@H]([C@@H](CO8)O)O)O)O[C@H]9[C@@H]([C@H]([C@@H]([C@H](O9)CO)O)O)O)C)C)O)C)OC1